C1(=CC=CC=C1)S(=O)(=O)OC1=NN=NC=C1.[Na] sodium triazinyl benzenesulfonate